Ethyl (5-phenyl-3-((tetrahydrofuran-2-yl)methyl)pyrazin-2-yl)phenylalaninate C1(=CC=CC=C1)C=1N=C(C(=NC1)N[C@@H](CC1=CC=CC=C1)C(=O)OCC)CC1OCCC1